NC(C(=O)O)(CCCCB(O)O)CCCN1CCN(CC1)S(=O)(=O)C1=CC(=CC=C1)F 2-amino-6-borono-2-(3-(4-(3-fluorophenylsulfonyl)piperazin-1-yl)propyl)hexanoic acid